N,N-dimethyl-1H,4H,5H,6H-pyrazolo[4,3-c]pyridine-3-carboxamide CN(C(=O)C=1NNC=2C1CNCC2)C